CN(C)/C=C/N(C)C N,N,N',N'-tetramethylethylene-1,2-diamine